N12CCC(C(CC1)CC2)OC(=O)N2CC(N(CC2)C2=NC=CC(=N2)C2=CC=CC=C2)C 3-methyl-4-(4-phenylpyrimidin-2-yl)piperazine-1-carboxylic acid 1-azabicyclo[3.2.2]non-4-yl ester